trans-4-[5-(4-[[(3S)-3-Methylpiperazin-1-yl]methyl]phenyl)-2-[(3,3,3-trifluoropropyl)amino]-7H-pyrrolo[2,3-d]pyrimidin-7-yl]cyclohexan-1-ol hydrochloride Cl.C[C@H]1CN(CCN1)CC1=CC=C(C=C1)C1=CN(C=2N=C(N=CC21)NCCC(F)(F)F)[C@@H]2CC[C@H](CC2)O